(S)-6-((1-amino-1-oxopropan-2-yl)amino)-2-(5-(cyclohex-1-en-1-yl)-3,4-dihydro-isoquinolin-2(1H)-yl)pyrimidine-4-carboxamide NC([C@H](C)NC1=CC(=NC(=N1)N1CC2=CC=CC(=C2CC1)C1=CCCCC1)C(=O)N)=O